2-hydroxyethyl-1,3-dimethylimidazolinium OCC[N+]1(CN(CC1)C)C